(3S,5R)-17-fluoro-25-hydroxy-14-oxa-2,7,21,22,26,27-hexazahexacyclo[19.5.2.13,7.02,5.015,20.024,28]nonacosa-1(26),15(20),16,18,22,24,27-heptaen-8-one FC1=CC=2OCCCCCC(N3C[C@H]4C[C@H](N4C4=NC(=C5C=NN(C2C=C1)C5=N4)O)C3)=O